C(C)(C)(C)OC(COC1=C(C=C(C=C1)N1N=C(C=C1)I)F)=O 2-(2-fluoro-4-(3-iodo-1H-pyrazol-1-yl)phenoxy)acetic acid tert-butyl ester